CCCC/C(=N/OS(=O)(=O)O)/S[C@H]1[C@@H]([C@H]([C@@H]([C@H](O1)CO)O)O)O The molecule is an alkylglucosinolic acid that consists of 1-thio-beta-D-glucopyranose attached to a N-(sulfooxy)pentanimidoyl group at the anomeric sulfur. It is a conjugate acid of a butylglucosinolate.